C(CCCCCCC)[Mg]CCCC n-octyl-n-butylmagnesium